(S)-3-(1-hydroxy-prop-2-yl)-8-(2-methylpyridin-3-yl)-6-(6-(trifluoromethyl)pyridin-3-yl)pyrido[3,4-d]pyrimidin-4(3H)-one OC[C@H](C)N1C=NC2=C(C1=O)C=C(N=C2C=2C(=NC=CC2)C)C=2C=NC(=CC2)C(F)(F)F